CN([C@H]1C(C[C@@H](CC1)NC1=NC2=C(C=C(C=C2C=N1)C1=CC=C(C=N1)NS(=O)(=O)CCC(F)(F)F)CC)F)C N-(6-(2-(((1R,4R)-4-(dimethylamino)-3-fluorocyclohexyl)amino)-8-ethyl-quinazolin-6-yl)pyridin-3-yl)-3,3,3-trifluoropropane-1-sulfonamide